N(=[N+]=[N-])[C@@]1([C@@H](O[C@@H]([C@@H]([C@@H]1OCC1=CC=CC=C1)OCC1=CC=CC=C1)COCC1=CC=CC=C1)OC)N (2R,3S,4R,5R,6R)-3-azido-4,5-bis(benzyloxy)-6-((benzyloxy)methyl)-2-methoxytetrahydro-2H-pyran-3-amine